sulfur (1,3-diisopropenylbenzene) C(=C)(C)C1=CC(=CC=C1)C(=C)C.[S]